(4-(((tertbutoxycarbonyl)amino)methyl)phenyl)boronic acid C(C)(C)(C)OC(=O)NCC1=CC=C(C=C1)B(O)O